Methyl 2-amino-4,7,8,9-tetrahydro-4,8-epimino[1,3]thiazolo[5,4-d]azocine-6(5H)-carboxylate NC=1SC=2C3CN(CC(CC2N1)N3)C(=O)OC